CN(C1=CC=C(C=C1)C1C(=C(N=C2N1C(/C(/S2)=C/C2=CC=C(OCC(=O)O)C=C2)=O)C)C(=O)OC(C)C)C (Z)-2-(4-((5-(4-(dimethylamino)phenyl)-6-(isopropoxycarbonyl)-7-methyl-3-oxo-5H-thiazolo[3,2-a]pyrimidin-2(3H)-ylidene)methyl)phenoxy)acetic acid